N1(CCOCC1)[Al](CC)CC (morpholinyl)(diethyl)aluminum